C1(=CC=CC=2SC3=C(C21)C=CC=C3)C3=C(C(=C(C(=C3C3=CC=CC=2SC1=C(C23)C=CC=C1)C#N)C1=CC=NC=C1)C1=CC=CC=2SC3=C(C21)C=CC=C3)C3=CC=C(C=C3)N3C2=CC=CC=C2C=2C=C(C=CC32)C 2,3,6-tris(dibenzo[b,d]thiophen-1-yl)-4'-(3-methyl-9H-carbazol-9-yl)-5-(pyridin-4-yl)-[1,1'-biphenyl]-4-carbonitrile